2-(1-(((tert-butoxycarbonyl)amino)methyl)cyclopropyl)acetic acid C(C)(C)(C)OC(=O)NCC1(CC1)CC(=O)O